N-[(1S)-1-{4-[(dimethylamino)methyl]phenyl}-2-hydroxyethyl]acetamide CN(C)CC1=CC=C(C=C1)[C@@H](CO)NC(C)=O